(3R)-3-(4-chlorophenyl)-2-[(4-chlorophenyl)methyl]-6-[2-hydroxy-1-oxo-1-(pyrrolidin-1-yl)propan-2-yl]-3-([1-(hydroxymethyl)cyclopropyl]methoxy)-2,3-dihydro-1H-isoindol-1-one ClC1=CC=C(C=C1)[C@@]1(N(C(C2=CC(=CC=C12)C(C(N1CCCC1)=O)(C)O)=O)CC1=CC=C(C=C1)Cl)OCC1(CC1)CO